tert-butyl 4-[4-[[(1R)-1-[3-amino-5-(trifluoromethyl)phenyl]ethyl]amino]-2,8-dimethyl-7-oxo-pyrido[2,3-d]pyrimidin-6-yl]-3,6-dihydro-2H-pyridine-1-carboxylate NC=1C=C(C=C(C1)C(F)(F)F)[C@@H](C)NC=1C2=C(N=C(N1)C)N(C(C(=C2)C=2CCN(CC2)C(=O)OC(C)(C)C)=O)C